C(C)(C)(C)OC(=O)COC1=CC=C(C=C1)[SH2+] (4-t-butoxycarbonylmethyloxyphenyl)sulfonium